OC[C@@H](CC(C)C)NC1=NC(=NC(=N1)CC(C)C1=CC=C2CC(N(CC2=C1)C)=O)NS(=O)(=O)C N-(4-(((R)-1-hydroxy-4-methylpent-2-yl)amino)-6-(2-(2-methyl-3-oxo-1,2,3,4-tetrahydroisoquinolin-7-yl)propyl)-1,3,5-triazin-2-yl)methanesulfonamide